4-(2-oxo-2-(phenylamino)ethyl)piperidine O=C(CC1CCNCC1)NC1=CC=CC=C1